N,N-dimethyl-anthranilic acid methyl ester COC(C=1C(N(C)C)=CC=CC1)=O